4,4'-isopropylidenebisphenol C(C)(C)(C1=CC=C(C=C1)O)C1=CC=C(C=C1)O